CN(C1CCC(CC1)NC(=O)C1=NNC(=C1C(C)C)C=1C=C(C=2N(C1)N=CN2)C)C N-((1s,4s)-4-(dimethylamino)cyclohexyl)-4-isopropyl-5-(8-methyl-[1,2,4]triazolo[1,5-a]pyridin-6-yl)-1H-pyrazole-3-carboxamide